4-[2-methyl-4-[[3-[3-(trifluoromethyl)-1H-pyrazol-4-yl]imidazo[1,2-a]pyrazin-8-yl]amino]benzoyl]-N-[(3R)-pyrrolidin-3-yl]piperazine-1-carboxamide CC1=C(C(=O)N2CCN(CC2)C(=O)N[C@H]2CNCC2)C=CC(=C1)NC=1C=2N(C=CN1)C(=CN2)C=2C(=NNC2)C(F)(F)F